C(C)(C)(C)OC(=O)N(C1=CC(=NC=2N1N=CC2C2CCC2)NC[C@@H]2[C@H](CN(CC2)C(=O)OC(C)(C)C)O)C2=CC(=CC=C2)S(=O)(=O)C Tert-Butyl (3R,4R)-4-((7-((tert-butoxycarbonyl)(3-methylsulfonylphenyl)amino)-3-cyclobutylpyrazolo[1,5-a]pyrimidin-5-yl)aminomethyl)-3-hydroxypiperidine-1-carboxylate